2-(2-(2,5-dimethyl-1H-pyrrol-1-yl)thiazolo[4,5-b]pyridin-6-yl)ethyl acetate C(C)(=O)OCCC=1C=C2C(=NC1)N=C(S2)N2C(=CC=C2C)C